OC[C@H]1CCCN1 (R)-5-(hydroxymethyl)pyrrolidine